C(C)(C)(C)OC(C1=CN=C(C=C1)NN(C[C@@H]1CC[C@H](CC1)C(F)(F)F)C(=O)OC(C)(C)C)=O 6-(2-(t-Butoxycarbonyl)-2-((trans-4-(trifluoromethyl)cyclohexyl)methyl)hydrazino)nicotinic acid tert-butyl ester